CC=1C(=CC=2N(N1)C=CN2)C2=CC=C(C=C2)N2CCNCC2 6-methyl-7-(4-(piperazin-1-yl)phenyl)imidazo[1,2-b]pyridazin